CCCCCCCCN(CC1=CC=CC=N1)CC2=CC=CC=N2 N-bis(2-pyridylmethyl)octylamine